prolyl-boronic acid N1[C@@H](CCC1)C(=O)B(O)O